Iodomethyl Butanoate C(CCC)(=O)OCI